methyl (2S,4R)-4-fluoropyrrolidin-2-carboxylate F[C@@H]1C[C@H](NC1)C(=O)OC